COC1=NC=CC=C1N1CCC(CC1)=O 1-(2-methoxypyridin-3-yl)piperidin-4-one